6-amyl-2H-pyran C(CCCC)C1=CC=CCO1